((1r,3r)-3-((4-methoxy-5-(pyrazolo[1,5-a]pyridin-5-yl)-7H-pyrrolo[2,3-d]pyrimidin-2-yl)amino)-1-methylcyclobutyl)(pyrrolidin-1-yl)methanone COC=1C2=C(N=C(N1)NC1CC(C1)(C)C(=O)N1CCCC1)NC=C2C2=CC=1N(C=C2)N=CC1